6-heptadien-4-ol CC/C=C(/CC=C)\O